1,9-nonanediamide C(CCCCCCCC(=O)N)(=O)N